4-[[(1R)-1-[3-(difluoromethyl)-2-fluoro-phenyl]ethyl]amino]-8-methyl-6-(1-oxo-3,6-dihydro-2H-thiopyran-4-yl)pyrido[2,3-d]pyrimidin-7-one FC(C=1C(=C(C=CC1)[C@@H](C)NC=1C2=C(N=CN1)N(C(C(=C2)C=2CCS(CC2)=O)=O)C)F)F